BrC=1C(=C(C=CC1)NC(=O)C1=NN2C(C(CCC2)NCCO)=C1)Cl N-(3-bromo-2-chlorophenyl)-4-((2-hydroxyethyl)amino)-4,5,6,7-tetrahydropyrazolo[1,5-a]pyridine-2-carboxamide